C(CCCCCCC\C=C/C\C=C/CCCCC)(=O)OCCCCCCCC\C=C/C\C=C/CCCCC.C(CCCCCCC\C=C/C\C=C/CCCCC)(=O)OCCCCCCCC\C=C/C\C=C/CCCCC dilinoleyl dilinoleate